FC=1C(=C(C=CC1F)[C@H]1[C@@H](O[C@]([C@H]1C)(C(F)(F)F)C)C(=O)OC(C)(C)C)C=C tert-butyl (2R,3S,4S,5R)-3-(3,4-difluoro-2-vinylphenyl)-4,5-dimethyl-5-(trifluoromethyl)tetrahydrofuran-2-carboxylate